C(CCC(=O)O)(=O)O.N[C@@H](C(C)C)C(=O)O.N[C@@H](C(C)C)C(=O)O valine hemisuccinate